C1(CC1)NC(=O)N1CC(C1)C1=NC(=NO1)C=1C=C(C(=C(C1)NC(=O)C1=CN=C2N1C=CC=C2)C)F N-(5-(5-(1-(cyclopropylcarbamoyl)azetidin-3-yl)-1,2,4-oxadiazol-3-yl)-3-fluoro-2-methylphenyl)imidazo[1,2-a]pyridine-3-carboxamide